hendecanoic acid methyl ester COC(CCCCCCCCCC)=O